C(\C=C/C(=O)O)(=O)O.N1C(=NC2=C1C=CC=C2)[C@@H]2N(CC[C@H](C2)NC(=O)NC2=CC=C(C=C2)C#N)C 1-((2R,4R)-2-(1H-benzo[d]imidazol-2-yl)-1-methylpiperidin-4-yl)-3-(4-cyanophenyl)urea maleate